OC1=CC=C(C=C1)C1(CC(=CC=C1)C1=CC=C(C=C1)OC)\C=C\C(=O)C1=CC=CC=C1 1-(4-hydroxyphenyl)-3-(4-methoxyphenyl)chalcone